tert-butyl-5-(hydroxymethyl)benzenesulfonamide C(C)(C)(C)C1=C(C=C(C=C1)CO)S(=O)(=O)N